(4-(5-bromopyrazin-2-yl)-1-methyl-1H-1,2,3-triazol-5-yl)methanol BrC=1N=CC(=NC1)C=1N=NN(C1CO)C